catecholdisulfonate C=1(O)C(O)=C(C(=CC1)S(=O)(=O)[O-])S(=O)(=O)[O-]